BrC=1C=CC2=C(NC(C3=C(N=CC=C23)C)(C)C)C1 8-bromo-4,5,5-trimethyl-5,6-dihydrobenzo[c][2,7]naphthyridine